rac-tert-butyl (2R,5S)-2-(1-acetyl-3-piperidyl)-5-methyl-piperidine-1-carboxylate C(C)(=O)N1C[C@@H](CCC1)[C@@H]1N(C[C@H](CC1)C)C(=O)OC(C)(C)C |&1:5|